C(C1=CC=CC=C1)O[C@@H](CCOCCOCC=1SC(=CN1)C1=NN(C2=CC=C(C=C12)O[Si](C)(C)C(C)(C)C)C1OCCCC1)C [3-[2-[2-[(3R)-3-benzyloxybutoxy]ethoxymethyl]thiazol-5-yl]-1-tetrahydropyran-2-yl-indazol-5-yl]oxy-tert-butyl-dimethyl-silane